N1=C(C=CC=C1)CN(CC=1SC=CN1)CC=1C=C(OCCCCNC(C(F)(F)F)=O)C=C(C1)CN(CC=1SC=CN1)CC1=NC=CC=C1 N-(4-(3,5-bis(((pyridin-2-ylmethyl)(thiazol-2-ylmethyl)amino)methyl)phenoxy)butyl)-2,2,2-trifluoroacetamide